O[C@@H]1C[C@H](N(C1)C([C@H](C(C)(C)C)NC(CCCCC(=O)O)=O)=O)C(N[C@@H](C)C1=CC=C(C=C1)C1=C(N=CS1)C)=O 6-(((S)-1-((2S,4R)-4-Hydroxy-2-(((S)-1-(4-(4-methylthiazol-5-yl)phenyl)ethyl)carbamoyl)pyrrolidin-1-yl)-3,3-dimethyl-1-oxobutan-2-yl)amino)-6-oxohexanoic acid